FC=1C(=C2C(=NC1NC1=NC(=C(C(=C1)NC)F)C)CCO2)C=2CCCNCC2 rac-(3S)-5-[6-fluoro-5-[[5-fluoro-6-methyl-4-(methylamino)-2-pyridyl]amino]-2,3-dihydrofuro[3,2-b]pyridin-7-yl]-2,3,4,7-tetrahydro-1H-azepin